C(C)(C)[C@@H]1N=C(OC1)C1=NC(=CC=C1)C=1OC[C@@H](N1)C(C)C 2,6-bis((S)-4-isopropyl-4,5-dihydro-oxazol-2-yl)pyridine